1-(tert-butyl)-4-ethynylbenzene C(C)(C)(C)C1=CC=C(C=C1)C#C